N-((2-(6-((cis)-2,6-dimethylmorpholino)pyridin-2-yl)-1,6-naphthyridin-7-yl)methyl)-3-(methylsulfonyl)benzamide C[C@@H]1O[C@@H](CN(C1)C1=CC=CC(=N1)C1=NC2=CC(=NC=C2C=C1)CNC(C1=CC(=CC=C1)S(=O)(=O)C)=O)C